decoxyethoxyethyl p-hydroxybenzoate OC1=CC=C(C(=O)OCCOCCOCCCCCCCCCC)C=C1